BrC1=C(N=C2N(C1=O)C=C(N2COCC[Si](C)(C)C)C)C(F)(F)F 6-bromo-2-methyl-7-(trifluoromethyl)-1-(2-trimethylsilylethoxymethyl)imidazo[1,2-a]pyrimidin-5-one